CN1N=C(C=C1C)NC1=NC=C(C(=N1)NC1=C(C(=CC=C1)C1=NN(C=N1)C)OC)C(=O)NC ((1,5-dimethyl-1H-pyrazol-3-yl)amino)-4-((2-methoxy-3-(1-methyl-1H-1,2,4-triazol-3-yl)phenyl)amino)-N-methylpyrimidine-5-carboxamide